4-(2H-pyranyloxy)phenylmalonic acid O1C(C=CC=C1)OC1=CC=C(C=C1)C(C(=O)O)C(=O)O